3-chloro-4-(6-cyano-5-fluoropyridin-2-yl)-N-(1-(hydroxymethyl)cyclopentyl)benzenesulfonamide ClC=1C=C(C=CC1C1=NC(=C(C=C1)F)C#N)S(=O)(=O)NC1(CCCC1)CO